methyl-1-methyltetrahydro-1H-furo[3,4-b]pyrrole CC1CC2C(N1C)=COC2